[H-].[Li+].[Al+3].[H-].[H-].[H-] aluminium (III) lithium hydride